C(C(C)(C)C)(=O)OC=1C=CC2=C(OCCC=C2C2=CC=C(C=C2)O[C@@H]2CN(CC2)CCCF)C1Cl (S)-9-chloro-5-(4-((1-(3-fluoropropyl) pyrrolidin-3-yl) oxy) phenyl)-2,3-dihydrobenzo[b]oxepin-8-yl pivalate